(R)-4-bromo-6-chloro-1-(2-methylazetidin-1-yl)-2,7-naphthyridine BrC1=CN=C(C2=CN=C(C=C12)Cl)N1[C@@H](CC1)C